5-vinyl-4-vinylbicyclo[2.2.1]hept-2-ene C(=C)C1C2(C=CC(C1)C2)C=C